2,5-dichloropyrrolidine ClC1NC(CC1)Cl